CC1=C(C=2C(=N[C@H](C=3N(C2S1)C(=NN3)C)C)C3=CC=C(C=C3)C3=CC=C(C=C3)OCC(=O)OC(C)(C)C)C t-butyl ({4'-[(6S)-2,3,6,9-tetramethyl-6H-thieno[3,2-f][1,2,4]triazolo[4,3-a][1,4]diazepin-4-yl][1,1'-biphenyl]-4-yl}oxy)acetate